CCCCC[C@@H](/C=C/[C@H]1[C@@H](CC(=O)[C@@H]1C/C=C\\CCCC(=O)[O-])O)O The molecule is the conjugate base of prostaglandin E2; major species at pH 7.3. It has a role as an oxytocic and a human metabolite. It is a conjugate base of a prostaglandin E2.